1-[(3S)-pyrrolidin-3-yl]Pyrazole-4-carboxamide dihydrochloride Cl.Cl.N1C[C@H](CC1)N1N=CC(=C1)C(=O)N